CN1CNCCC1=O methyl-6-oxohexahydropyrimidin